N-(2-(1H-imidazol-5-yl)ethyl)-4-(6-(3-fluorophenyl)imidazo[1,5-a]pyrazin-3-yl)benzamide Methyl-(1r,4r)-4-{[(tert-butoxy)carbonyl](methyl)amino}cyclohexane-1-carboxylate COC(=O)C1CCC(CC1)N(C)C(=O)OC(C)(C)C.N1C=NC=C1CCNC(C1=CC=C(C=C1)C1=NC=C2N1C=C(N=C2)C2=CC(=CC=C2)F)=O